(S)-ethyl 2-(2-((7-(2-((1,1-dimethylethylsulfinamido)methyl)pyridin-4-yl)-2-fluorobenzofuran-5-yl)methoxy)-4-ethylphenyl)acetate CC(C)([S@](=O)NCC1=NC=CC(=C1)C1=CC(=CC=2C=C(OC21)F)COC2=C(C=CC(=C2)CC)CC(=O)OCC)C